N1=NC(=CC=C1)C#N pyridazin-3-carbonitril